3-amino-7-chloro-4-(7-chloro-1H-indazol-4-yl)-6-(3-fluoropropoxy)-1H-quinolin-2-one NC=1C(NC2=CC(=C(C=C2C1C1=C2C=NNC2=C(C=C1)Cl)OCCCF)Cl)=O